(R)-1-(7-((S)-8-ethynyl-7-fluoronaphthalen-1-yl)-8-fluoro-2-((3-(morpholinomethyl)oxetan-3-yl)methoxy)-6-nitroquinazolin-4-yl)-3-methylpiperidin-3-ol C(#C)C=1C(=CC=C2C=CC=C(C12)C1=C(C=C2C(=NC(=NC2=C1F)OCC1(COC1)CN1CCOCC1)N1C[C@@](CCC1)(O)C)[N+](=O)[O-])F